C[C@H](CCC(=O)[O-])[C@H]1CC[C@@H]2[C@@]1(CC[C@H]3[C@H]2C=CC4=CC(=O)CC[C@]34C)C The molecule is a steroid acid anion that is the conjugate base of 3-oxochola-4,6-dien-24-oic acid, obtained by deprotonation of the carboxy group; major species at pH 7.3. It is a conjugate base of a 3-oxochola-4,6-dien-24-oic acid.